O.[C@@H]1(C[C@H](O)[C@@H](CO)O1)N1C=NC=2C(N)=NC=NC12 2'-deoxyadenosine monohydrate